COC=1C(=CC(=C(C1)C=1C[C@@H](N([C@@H](C1)C)CC1=CC=C(C=C1)OC)C)C=C)[N+](=O)[O-] (2s,6r)-4-(5-methoxy-4-nitro-2-vinylphenyl)-1-(4-methoxybenzyl)-2,6-dimethyl-1,2,3,6-tetrahydropyridine